C1(=CC=CC=C1)C(C)(C)C1=NN=C(O1)C(=O)O 5-(2-phenylpropan-2-yl)-1,3,4-oxadiazole-2-carboxylic acid